1-(4-(bromomethyl)phenyl)-5-methyl-1H-pyrazole-3-carboxylic acid ethyl ester C(C)OC(=O)C1=NN(C(=C1)C)C1=CC=C(C=C1)CBr